NC=1C=C(SC1)S(=O)(=O)N 4-amino-2-thiophenesulfonamide